2-[(3-methylphenyl)amino]-4-[(1-oxo-1,2,3,4-tetrahydroisoquinolin-5-yl)amino]pyrimidine-5-carboxamide CC=1C=C(C=CC1)NC1=NC=C(C(=N1)NC1=C2CCNC(C2=CC=C1)=O)C(=O)N